S1C=C(C=C1)C(=NC(C)=O)C1=C(OC2=C1C=CC=C2)C(F)(F)F N-(Thiophen-3-yl(2-(trifluoromethyl)benzofuran-3-yl)methylene)acetamide